3-(1H-pyrazol-1-ylmethyl)tricyclo[3.3.1.13,7]decane-1-thiol N1(N=CC=C1)CC12CC3(CC(CC(C1)C3)C2)S